2-phenyl-9-(3-(9-phenyl-9-(pyridin-3-yl)-9H-fluoren-2-yl)phenyl)-1,10-phenanthroline C1(=CC=CC=C1)C1=NC2=C3N=C(C=CC3=CC=C2C=C1)C1=CC(=CC=C1)C1=CC=2C(C3=CC=CC=C3C2C=C1)(C=1C=NC=CC1)C1=CC=CC=C1